(4-(4-(cyclobutylamino)-4-oxobutyl)-1-phenyl-1H-imidazol-2-yl)-3-(1H-pyrazol-4-yl)benzamide C1(CCC1)NC(CCCC=1N=C(N(C1)C1=CC=CC=C1)C1=C(C(=O)N)C=CC=C1C=1C=NNC1)=O